BrC=1C=C(C=CC1)C1(CC(C1)OC)C1=NN=CN1C 3-((1r,3r)-1-(3-bromophenyl)-3-methoxycyclobutyl)-4-methyl-4H-1,2,4-triazole